ClC1=CC(=C(C=C1F)NCC1(COC1)F)F (4-chloro-2,5-difluorophenyl)(3-fluorooxetan-3-yl)methylamine